C(CCC)C=1C(=C(C=CC1)F)[N+](=O)[O-] butyl-1-fluoro-2-nitro-benzene